2-(3-chloropyridine-2-yl)-5-carbonyl-pyrazolidine ClC=1C(=NC=CC1)N1NC(CC1)=C=O